O1CCN(CC1)C(=O)C1=CC=C(C2=C1CCO2)NC=2N=C(C1=C(N2)NC=C1C(F)(F)F)NCCC morpholino(7-((4-(propylamino)-5-(trifluoromethyl)-7H-pyrrolo[2,3-d]pyrimidin-2-yl)amino)-2,3-dihydrobenzo-furan-4-yl)methanone